C(C1=CC=CC=C1)NC1=C2C(N(C(C2=CC=C1)=O)C1C(NC(CC1)=O)=O)=O 4-(benzylamino)-2-(2,6-dioxo-3-piperidyl)isoindoline-1,3-dione